6-[3-(3-fluorophenyl)-7,8-dihydro-5H-1,6-naphthyridin-6-yl]-4,5-dimethyl-pyridazine FC=1C=C(C=CC1)C=1C=NC=2CCN(CC2C1)C1=C(C(=CN=N1)C)C